N-(2-(dimethylamino)-2-(thiophen-3-yl)ethyl)-5,6-difluoroisoindoline-2-carboxamide CN(C(CNC(=O)N1CC2=CC(=C(C=C2C1)F)F)C1=CSC=C1)C